2-chloro-N-[rac-(1R)-1-[(2,4-dimethylphenyl)methyl]-3-(tritylamino)propyl]-5-[3-(trifluoromethyl)phenoxy]pyridine-4-carboxamide ClC1=NC=C(C(=C1)C(=O)N[C@@H](CCNC(C1=CC=CC=C1)(C1=CC=CC=C1)C1=CC=CC=C1)CC1=C(C=C(C=C1)C)C)OC1=CC(=CC=C1)C(F)(F)F |r|